CC=1C=C(C(=O)O)C=CC1C 3,4-dimethyl-benzoic acid